5-Amino-3-[4-[2-[[3-(3-bicyclo[1.1.1]pentylmethyl)isoxazol-5-yl]amino]-1-methyl-2-oxo-ethyl]phenyl]-1-isopropyl-pyrazole-4-carboxamide NC1=C(C(=NN1C(C)C)C1=CC=C(C=C1)C(C(=O)NC1=CC(=NO1)CC12CC(C1)C2)C)C(=O)N